6-[2-(cyclopropoxymethoxy)-5-methylsulfonylphenyl]-2,5-dimethylpyridazin-3-one C1(CC1)OCOC1=C(C=C(C=C1)S(=O)(=O)C)C=1C(=CC(N(N1)C)=O)C